ClC1=CC=C(C(=N1)S(=O)(=O)N)O[C@H](C)C=1C=C(C=C2C(C(=C(OC12)C=1C=NC=C(C1)CCO)C)=O)C 6-Chloro-3-[(1R)-1-[2-[5-(2-hydroxyethyl)-3-pyridyl]-3,6-dimethyl-4-oxo-chromen-8-yl]ethoxy]pyridine-2-sulfonamide